3-(N-((8-fluoro-1,2,3,5,6,7-hexahydro-s-indacen-4-yl)carbamoyl)sulfamoyl)-1-isopropyl-1H-pyrazole-5-carboxylic acid FC=1C=2CCCC2C(=C2CCCC12)NC(=O)NS(=O)(=O)C1=NN(C(=C1)C(=O)O)C(C)C